BrC1=C(C=CC(=C1)C#N)C(NC(OC(C)(C)C)=O)C=1C(N(CCC1NC1=CC(=CC=C1)C(F)(F)F)C)=O tert-Butyl N-[(2-Bromo-4-cyanophenyl)(1-methyl-2-oxo-4-{[3-(trifluoromethyl)-phenyl]amino}-1,2,5,6-tetrahydropyridin-3-yl)methyl]carbamate